The molecule is resorcinol substituted at position 5 by a pentadecyl chain. It has a role as an EC 1.1.5.3 (glycerol-3-phosphate dehydrogenase) inhibitor. CCCCCCCCCCCCCCCC1=CC(=CC(=C1)O)O